4-methoxyphenyl 3,6-di-O-benzyl-2-deoxy-2-(1,3-dioxo-1,3-dihydro-2H-isoindol-2-yl)-4-O-{2,4,6-tri-O-acetyl-3-O-[(naphthalen-2-yl)methyl]-D-glucopyranosyl}-β-D-glucopyranoside C(C1=CC=CC=C1)O[C@@H]1[C@H]([C@H](OC2=CC=C(C=C2)OC)O[C@@H]([C@H]1OC1[C@H](OC(C)=O)[C@@H](OCC2=CC3=CC=CC=C3C=C2)[C@H](OC(C)=O)[C@H](O1)COC(C)=O)COCC1=CC=CC=C1)N1C(C2=CC=CC=C2C1=O)=O